C1(CC1)N1C=2C3=C(C(=NN3CCC1)C1=NNC=C1)N=C(C2)N2[C@@H](COCC2)C (R)-4-(6-cyclopropyl-2-(1H-pyrazol-3-yl)-6,7,8,9-tetrahydro-1,3,6,9a-tetraazabenzo[cd]azulene-4-yl)-3-methylmorpholine